NC=1C2=C(N=CN1)N(C(=C2C=2SC=C(C2)C2=CC=CC=C2)C2=CC=C(C=C2)NC(C(=C)C)=O)C N-(4-(4-amino-7-methyl-5-(4-phenylthiophen-2-yl)-7H-pyrrolo[2,3-d]pyrimidin-6-yl)phenyl)methacrylamide